C1(CC1)N(C(=O)N1CC(C1)N(C([O-])=O)C1(CN(C1)C1=CC(=C(C(=C1)F)C1C(NC(CC1)=O)=O)F)C)C 1-(cyclopropyl(methyl)carbamoyl)azetidin-3-yl(1-(4-(2,6-dioxopiperidin-3-yl)-3,5-difluorophenyl)-3-methylazetidin-3-yl)carbamate